N(=[N+]=[N-])C(C=1C=CC2=C(N=C(O2)[C@H](C2CCC(CC2)(F)F)NC(OC(C)(C)C)=O)C1F)C1CC1 Tert-butyl ((1S)-(5-(azido(cyclopropyl)methyl)-4-fluorobenzo[d]oxazol-2-yl)(4,4-difluorocyclohexyl)methyl)carbamate